OC1CCC(CC1)C1=NC2=CC=C(C=C2C=C1)CN1C[C@H](CC1)OC=1C=C2CN(C(C2=CC1)=O)C1C(NC(CC1)=O)=O 3-(5-(((S)-1-((2-((1s,4R)-4-Hydroxycyclohexyl)quinolin-6-yl)methyl)pyrrolidin-3-yl)oxy)-1-oxoisoindolin-2-yl)piperidine-2,6-dione